(S)-2-(3-(2-(1,3-dioxoisoindolin-2-yloxy)ethoxy)propionylamino)-3-methylbutanoic acid O=C1N(C(C2=CC=CC=C12)=O)OCCOCCC(=O)N[C@H](C(=O)O)C(C)C